C(#N)C1=C(C=CC=C1/C=C/C1=CC(=C(CN2[C@@H](CCCC2)C(=O)O)C=C1C(F)(F)F)COC)C1=CC=CC=C1 (S,E)-1-(4-(2-(2-cyano-[1,1'-biphenyl]-3-yl)vinyl)-2-(methoxymethyl)-5-Trifluoromethylbenzyl)piperidine-2-carboxylic acid